(E)-1-[2-Hydroxy-6-(3-methylbut-2-enoxy)-4-(2-methylprop-1-enoxy)phenyl]-3-[4-(3-methylbut-2-enoxy)phenyl]prop-2-en-1-one OC1=C(C(=CC(=C1)OC=C(C)C)OCC=C(C)C)C(\C=C\C1=CC=C(C=C1)OCC=C(C)C)=O